C(C)(C)OC(=O)C=1OC(=CC1)COC.ClC=1C(=NNC1C1=CC(=NC=C1)OC)C(=O)N1CCC(CC1)C(=O)NC1CCC(CC1)C 1-[4-chloro-5-(2-methoxypyridin-4-yl)-1H-pyrazole-3-carbonyl]-N-[(1s,4s)-4-methylcyclohexyl]piperidine-4-carboxamide isopropyl-5-(methoxymethyl)furan-2-carboxylate